C(CCCCCCCCCCCCCCCCCC)S(=O)(=O)OCC(C)C Isobutyl (10Z)-nonadecanesulfonate